2,4-dimethylpyrrole-3,5-dicarboxylic acid diethyl ester C(C)OC(=O)C1=C(NC(=C1C)C(=O)OCC)C